O\N=C\1/C[C@H](C2C3CCC=4C=CC=CC4C3CC[C@]12C)CCC(=O)NC=1C(NC=2CCCCC2C1)=O 3-((13S,15R,E)-17-(hydroxyimino)-13-methyl-7,8,9,11,12,13,14,15,16,17-decahydro-6H-cyclopenta[a]phenanthren-15-yl)-N-(2-oxo-1,2,5,6,7,8-hexahydroquinolin-3-yl)propanamide